BrC=1SC(=CC1CCO)Br 2-(2,5-dibromothiophen-3-yl)ethanol